FC(OC1=NC(=CC=C1N)C)F 2-(difluoromethoxy)-6-methylpyridin-3-amine